3-((4-methoxy-2,3-dihydro-1H-indol-1-yl)carbonyl)-1,5,7-trimethyl-1,5-dihydro-4H-pyrrolo[3,2-c]pyridin-4-one COC1=C2CCN(C2=CC=C1)C(=O)C1=CN(C2=C1C(N(C=C2C)C)=O)C